(Z)-1-(3-(1-methyl-1H-indol-4-yl)-4-oxothiazolidine-2-ylidene)-3-(2-methyl-4-(1-(4-(perfluoroethoxy)phenyl)-1H-1,2,4-triazol-3-yl)phenyl)urea CN1C=CC2=C(C=CC=C12)N1/C(/SCC1=O)=N/C(=O)NC1=C(C=C(C=C1)C1=NN(C=N1)C1=CC=C(C=C1)OC(C(F)(F)F)(F)F)C